5,6-dimethyl-4-oxo-4H-pyran-2-carboxylic acid CC=1C(C=C(OC1C)C(=O)O)=O